1-methyl-4-((2-phenyl-7-((tetrahydro-2H-pyran-4-yl)amino)-1H-indol-5-yl)methoxy)cyclohexan-1-ol CC1(CCC(CC1)OCC=1C=C2C=C(NC2=C(C1)NC1CCOCC1)C1=CC=CC=C1)O